(S)-2-(3-((R)-4-amino-1-(5-((S)-1-amino-2-hydroxyethyl)isoxazol-3-yl)-4-oxobutyl)ureido)-3-hydroxypropionic acid NC(CC[C@H](C1=NOC(=C1)[C@H](CO)N)NC(N[C@H](C(=O)O)CO)=O)=O